4-amino-7-cyclopropyl-1-phenylpyrido[2,3-d]pyrimidin-2(1H)-one NC=1C2=C(N(C(N1)=O)C1=CC=CC=C1)N=C(C=C2)C2CC2